C(CCC)N(CCCC)C[Si](OCC)(OCC)OCC dibutylaminomethyl-triethoxy-silane